C1(=C(C=CC=C1)C#CC1=NNC2=CC=C(C=C12)C(=O)N1CCNCC1)C1=CC=CC=C1 (3-([1,1'-biphenyl]-2-ylethynyl)-1H-indazol-5-yl)(piperazin-1-yl)methanone